4-((1S,3S,5R)-3-ethoxy-8-((5-methoxy-7-methyl-1H-indol-4-yl)methyl)-8-azabicyclo[3.2.1]octane-1-yl)benzoic acid C(C)O[C@@H]1C[C@@]2(CC[C@H](C1)N2CC2=C1C=CNC1=C(C=C2OC)C)C2=CC=C(C(=O)O)C=C2